1-(4-fluorophenyl)-2-(tetrahydropyrimidine-2(1H)-ylidene)ethane FC1=CC=C(C=C1)CC=C1NCCCN1